Mono-fluorotrichloromethane FC(Cl)(Cl)Cl